1,1'-methylenebis-(2-hydroxy-3-naphthoate) C(C1=C(C(=CC2=CC=CC=C12)C(=O)[O-])O)C1=C(C(=CC2=CC=CC=C12)C(=O)[O-])O